5-bromo-2-methyl-pyrazol-3-sulfonyl chloride BrC=1C=C(N(N1)C)S(=O)(=O)Cl